(R)-N-(2,3-dihydroxypropoxy)-2-((2-fluoro-4-iodophenyl)amino)-7-oxo-4,5,6,7-tetrahydrobenzo[b]thiophene-3-carboxamide O[C@@H](CONC(=O)C=1C2=C(SC1NC1=C(C=C(C=C1)I)F)C(CCC2)=O)CO